cuprous sulfide [Cu-]=S